CC(C)(COP(=O)(O)OP(=O)(O)OC[C@@H]1[C@H]([C@H]([C@@H](O1)N2C=NC3=C(N=CN=C32)N)O)OP(=O)(O)O)[C@H](C(=O)NCCC(=O)NCCSC(=O)COC4=CC=CC=C4)O The molecule is an acyl-CoA that results from the formal condensation of the thiol group of coenzyme A with the carboxy group of phenoxyacetic acid. It derives from a phenoxyacetic acid.